OCC1=CC=C(S1)C1=CC=CC=2N1N=C(N2)NC(=O)C2CC2 N-[5-[5-(hydroxymethyl)-2-thienyl]-[1,2,4]triazolo[1,5-a]pyridin-2-yl]cyclopropanecarboxamide